N1(CCCC1)C1=C(C=C(C(=O)O)C=C1)Br 4-(pyrrolidin-1-yl)-3-bromobenzoic acid